N-(6-(1H-pyrazol-4-yl)isoquinolin-3-yl)-1-fluorocyclohexane-1-carboxamide N1N=CC(=C1)C=1C=C2C=C(N=CC2=CC1)NC(=O)C1(CCCCC1)F